OC(CCC(=O)O)(C)C γ-hydroxy-γ-methylpentanoic acid